N-(4-(8-(propylsulfonyl)-8-azabicyclo[3.2.1]oct-2-en-3-yl)-1H-pyrrolo[2,3-b]pyridin-6-yl)cyclopropylcarboxamide C(CC)S(=O)(=O)N1C2C=C(CC1CC2)C2=C1C(=NC(=C2)NC(=O)C2CC2)NC=C1